5-methyl-1,2,4-oxadiazole-3-carbohydrazide CC1=NC(=NO1)C(=O)NN